OCC1(CCC1)C(=O)OCC Ethyl 1-(hydroxymethyl)cyclobutanecarboxylate